ClC=1C(=NC(=NC1)NC1=C(C=C(C(=O)NC2CCN(CC2)C)C=C1)OC)C=1C=NN(C1)C(C)C 4-((5-chloro-4-(1-isopropyl-1H-pyrazol-4-yl)pyrimidin-2-yl)amino)-3-methoxy-N-(1-methylpiperidin-4-yl)benzamide